NC1=NNC=C1C1=NN=NN1 3-amino-4-(1H-tetrazol-5-yl)-pyrazole